Cl.Cl.C1=NC=CC2=CC(=CC=C12)NC(=O)[C@H]1[C@@H](C1)C1=CC=C(C=C1)S(=O)(=O)N1[C@@H](CNCC1)C |o1:28| (rel)-(1R,2R)-N-(isoquinolin-6-yl)-2-(4-(methylpiperazin-1-ylsulfonyl)phenyl)cyclopropane-1-carboxamide dihydrochloride